1-(5-formylpyridin-2-yl)-1H-pyrazole-4-carboxamide C(=O)C=1C=CC(=NC1)N1N=CC(=C1)C(=O)N